1-[4-(trifluoromethoxy)phenyl]cyclopropanecarboxylic acid FC(OC1=CC=C(C=C1)C1(CC1)C(=O)O)(F)F